C(C)OC=1C=C(C=O)C=CC1OC(C/C=C/CC)CCCCCCCCC (E)-3-ethoxy-4-(pentadec-3-en-6-yloxy)benzaldehyde